ClC=1C(=NC=CC1)N1N=C(C=C1C(=O)O)CN1N=NN=C1C(F)(F)F 1-(3-chloropyridin-2-yl)-3-{[5-(trifluoromethyl)-1H-tetrazol-1-yl]methyl}-1H-pyrazol-5-carboxylic acid